Tert-Butyl 4-{3-[(4-Bromopyridin-2-Yl)Carbamoyl]Propyl}-1,4-Diazepane-1-Carboxylate BrC1=CC(=NC=C1)NC(=O)CCCN1CCN(CCC1)C(=O)OC(C)(C)C